C[C@]12CC([C@H]3C14[C@@H](C(=O)OC2)OC(=O)[C@@]4(CC3)O)(C)C The molecule is a sesquiterpene lactone isolated from Aspergillus aculeatus. It has a role as an Aspergillus metabolite. It is a sesquiterpene lactone, a tertiary alcohol and an organic heterotetracyclic compound.